(4-((((2-bromoethyl)carbamoyl)oxy)methyl)phenyl)boronic acid BrCCNC(=O)OCC1=CC=C(C=C1)B(O)O